[Sn].CSC(C(=O)OCCCCCC(C)C)(S)S isooctyl monomethyltrimercaptoacetate tin